2-(4-(3-((5-chloro-4-(6-fluoro-1H-indol-3-yl)pyrimidin-2-yl)amino)-5-methoxyphenyl)piperazine-1-yl)ethanol ClC=1C(=NC(=NC1)NC=1C=C(C=C(C1)OC)N1CCN(CC1)CCO)C1=CNC2=CC(=CC=C12)F